O1C(=NC2=C1C=CC=C2)C2=CC=C(C=C2)NC2=CC=C(C=C2)C=2OC1=C(N2)C=CC=C1 bis[4-(benzoxazol-2-yl)phenyl]amine